tert-butyl N-(cyclobutylmethyl)-N-[(3R)-1-[1-[[4-(6-methoxy-1-tetrahydropyran-2-yl-indazol-4-yl)triazol-1-yl]methyl]-6-oxo-pyrimidin-4-yl]-3-piperidyl]carbamate C1(CCC1)CN(C(OC(C)(C)C)=O)[C@H]1CN(CCC1)C=1N=CN(C(C1)=O)CN1N=NC(=C1)C1=C2C=NN(C2=CC(=C1)OC)C1OCCCC1